3-(4-((tert-butyldimethylsilyl)oxy)-3-methyl-2-oxo-2,3-dihydro-1H-benzo[d]imidazol-1-yl)piperidine-2,6-dione tert-butyl-5-bromo-2-(3-(tert-butyl)phenyl)-1H-indole-1-carboxylate C(C)(C)(C)OC(=O)N1C(=CC2=CC(=CC=C12)Br)C1=CC(=CC=C1)C(C)(C)C.[Si](C)(C)(C(C)(C)C)OC1=CC=CC=2N(C(N(C21)C)=O)C2C(NC(CC2)=O)=O